C(C=C)OC(COCCO)C(=O)O carboxyl-diethylene glycol monoallyl ether